2-hydroxy-1-{4-[4-(2-hydroxy-2-methyl-propionyl)-benzyl]-phenyl}-2-methylpropane OC(CC1=CC=C(C=C1)CC1=CC=C(C=C1)C(C(C)(C)O)=O)(C)C